1-[5-ethylsulfonyl-6-[5-oxo-3-(trifluoromethyl)-7H-pyrrolo[3,4-b]pyridin-6-yl]-3-pyridinyl]cyclopropanecarbonitrile C(C)S(=O)(=O)C=1C=C(C=NC1N1CC2=NC=C(C=C2C1=O)C(F)(F)F)C1(CC1)C#N